((1S,4S,6R)-6-((6-(trifluoromethyl)pyridin-3-yl)amino)-2-azabicyclo[2.2.1]Hept-2-yl)methanone FC(C1=CC=C(C=N1)N[C@@H]1C[C@@H]2CN([C@H]1C2)C=O)(F)F